(5Z)-5-(1,3-Benzothiazol-6-ylmethylene)-2-(cycloheptylamino)-3-methyl-imidazol-4-one S1C=NC2=C1C=C(C=C2)\C=C/2\C(N(C(=N2)NC2CCCCCC2)C)=O